2-ethoxy-1-(2-(5-(3-fluorophenyl)-1H-imidazol-2-yl)piperidin-1-yl)propan-1-one C(C)OC(C(=O)N1C(CCCC1)C=1NC(=CN1)C1=CC(=CC=C1)F)C